FC=1C(=C(C=CC1)N1[C@H]2CN([C@@H](C1)C2)C(=O)OC(C)(C)C)NC(=O)N2CCC(CC2)C2=CC=C(C=C2)C tert-Butyl (1R,4R)-5-(3-fluoro-2-{[4-(4-methylphenyl)piperidine-1-carbonyl]amino}phenyl)-2,5-diazabicyclo[2.2.1]heptane-2-carboxylate